C(C)(C)(C1=CC(=C(C(=C1)Cl)O)Cl)C1=CC(=C(C(=C1)Cl)O)Cl 4,4'-Isopropylidenbis(2,6-Dichlorophenol)